C(C)OC(C1=NC=C(C=C1)C(O)C1(CCN(CC1)C(=O)OC(C)(C)C)F)=O.NCCC1NCCC1 2-(2-aminoethyl)pyrrolidine ethyl-5-((1-(tert-butoxycarbonyl)-4-fluoropiperidin-4-yl)(hydroxy)methyl)picolinate